N1=CC=C(C2=NC=CC=C12)C(=O)N [1,5]naphthyridine-4-carboxamide